tert-Butyl 5-methylene-4,5,6,9,10,12-hexahydropyrazolo[3,4-c]pyrido[4',3':3,4]pyrazolo[1,5-a]-azepine-11(2H)-carboxylate C=C1CC=2C(C=3N(C1)N=C1C3CN(CC1)C(=O)OC(C)(C)C)=NNC2